butyl 2-((6-(4-((((R)-1-(2-fluorophenyl)ethoxy)carbonyl)amino)-3-methylisoxazol-5-yl)-2-methylpyridin-3-yl)carbamoyl)cyclohexane-1-carboxylate FC1=C(C=CC=C1)[C@@H](C)OC(=O)NC=1C(=NOC1C1=CC=C(C(=N1)C)NC(=O)C1C(CCCC1)C(=O)OCCCC)C